5H-pyrrole N1=CC=CC1